CC=1N(C(SC1C)=NC(=O)C1C(C1(C)C)(C)C)C(CCC([2H])([2H])OS(=O)(=O)C1=CC=C(C=C1)C)([2H])[2H] 4-(4,5-dimethyl-2-((2,2,3,3-tetramethylcyclopropane-1-carbonyl)-imino)thiazole-3(2H)-yl)butyl-1,1,4,4-d4-4-methylbenzenesulphonate